N-(3-chloro-5-methanesulfonamidophenyl)-5-{5-fluoro-3-[(6-fluoro-2-methyl-1,3-benzoxazol-4-yl)methoxy]pyridin-2-yl}-1-methyl-1H-pyrrole-3-carboxamide ClC=1C=C(C=C(C1)NS(=O)(=O)C)NC(=O)C1=CN(C(=C1)C1=NC=C(C=C1OCC1=CC(=CC2=C1N=C(O2)C)F)F)C